C1(CC1)N1CCN(CC1)CC1=CC=C(/C=C/C2=NNC3=CC(=CC=C23)C=C2C(NCC2C2=CC=CC=C2)=O)C=C1 3-((3-((E)-4-((4-cyclopropylpiperazin-1-yl)methyl)styryl)-1H-indazol-6-yl)methylene)-4-phenylpyrrolidin-2-one